(R)-N-(5-(5-ethyl-1,2,4-oxadiazol-3-yl)-2,3-dihydro-1H-inden-1-yl)-1-(2-hydroxyethyl)-1H-pyrazole-4-carboxamide C(C)C1=NC(=NO1)C=1C=C2CC[C@H](C2=CC1)NC(=O)C=1C=NN(C1)CCO